N[C@H]1CN(C[C@H]1F)C(=O)OC(C)(C)C tert-butyl (3S,4R)-3-amino-4-fluoropyrrolidine-1-Carboxylate